BrC=1C(=NC=C(C1NC(=S)N)Br)C 1-(3,5-dibromo-2-methylpyridin-4-yl)thiourea